4-(2-(2-(3-(3-(1-Methyl-1h-pyrazol-4-yl)-6-oxo-1,6-dihydropyridazin-1-ylmethyl)-phenyl)-pyrimidin-5-yloxy)-ethyl)-morpholine CN1N=CC(=C1)C1=NN(C(C=C1)=O)CC=1C=C(C=CC1)C1=NC=C(C=N1)OCCN1CCOCC1